OC1=C(C=C(C=C1)O)C=1NC=C(N1)C1=CC=CC=C1 2-(2,5-dihydroxyphenyl)-4(s)-phenylimidazole